2-(2'-hydroxy-3,5'-di-sec-butylphenyl)-5-n-butylbenzotriazole OC1=C(C=C(C=C1C(C)CC)C(C)CC)N1N=C2C(=N1)C=CC(=C2)CCCC